4-((cyclopentylmeth-yl)amino)-2-((4-(1-cyclopropyl-4-oxido-1,4-azaphosphinan-4-yl)-2-methoxyphenyl)amino)-7H-pyrrolo[2,3-d]pyrimidine-5-carbonitrile C1(CCCC1)CNC=1C2=C(N=C(N1)NC1=C(C=C(C=C1)P1(CCN(CC1)C1CC1)=O)OC)NC=C2C#N